FC(C=1C(=CN(C(C1)=O)C)C(=O)NC1=C(C=C(C(=C1)C1=CC(=C(C=C1)N1CCOCC1)F)F)N1C[C@H](N(CC1)C)C)F 4-(difluoromethyl)-N-[4-fluoro-5-(3-fluoro-4-morpholin-4-ylphenyl)-2-[(3R)-3,4-dimethylpiperazin-1-yl]phenyl]-1-methyl-6-oxopyridine-3-carboxamide